C(C(C)(C)C)(=O)OC(C)(C)C tert-Butyl pivalate